5-[(3S)-5-fluoro-7-hydroxy-3-({[4-(trifluoromethyl)cyclohexyl]methyl}amino)-3,4-dihydro-2H-1-benzopyran-6-yl]-1λ6,2,5-thiadiazolidine-1,1,3-trione FC1=C(C(=CC2=C1C[C@@H](CO2)NCC2CCC(CC2)C(F)(F)F)O)N2CC(NS2(=O)=O)=O